CN1C(C2=CC=C(C=C2C(=N1)C)C(=O)O)=O 2,4-dimethyl-1-oxophthalazine-6-carboxylic acid